N(=[N+]=[N-])[C@@H]1[C@@H]([C@H](O[C@H]1N1C2=NC(=NC(=C2N=C1)NC(=O)OC(C)(C)C)Cl)COC(C(=O)OCC)(C(=O)OCC)CC1=CC=CC=C1)O diethyl 2-(((2R,3S,4R,5R)-4-azido-5-(6-(N-(tert-butoxycarbonyl) amino)-2-chloro-9H-purin-9-yl)-3-hydroxytetrahydrofuran-2-yl) methoxy)-2-benzylmalonate